methyl 2-((1H-1,2,4-triazol-1-yl)methyl)-3-(4-chlorobenzyl)-2-hydroxy-1-methylcyclopentane-1-carboxylate N1(N=CN=C1)CC1(C(CCC1CC1=CC=C(C=C1)Cl)(C(=O)OC)C)O